1-[2-chloro-4-[[6-[(1S,4S)-2,5-diazabicyclo[2.2.1]heptan-2-yl]-7-fluoro-pyrido[3,2-d]pyrimidin-4-yl]amino]-3-fluoro-phenyl]cyclopropanecarbonitrile ClC1=C(C=CC(=C1F)NC=1C2=C(N=CN1)C=C(C(=N2)N2[C@@H]1CN[C@H](C2)C1)F)C1(CC1)C#N